2-(4-(6-(4-chloro-2-fluorobenzyloxy)pyridin-2-yl)-3-fluorobenzyl)-1-(thien-2-ylmethyl)-1H-benzo[d]imidazole-6-carboxylic acid ClC1=CC(=C(COC2=CC=CC(=N2)C2=C(C=C(CC3=NC4=C(N3CC=3SC=CC3)C=C(C=C4)C(=O)O)C=C2)F)C=C1)F